COC1=CC=C(C2=CC=CC=C12)C1=NC=NC=N1 2-(4-methoxynaphthyl)-s-triazine